FC1=CC=C(C=C1)C=1C=C2C=NN(C2=C(C1)C(=O)N[C@@H](C)C1=CC=C(C(=O)O)C=C1)CC1=CC(=CC=C1)C(F)(F)F (S)-4-(1-(5-(4-fluorophenyl)-1-(3-(trifluoromethyl)benzyl)-1H-indazole-7-carboxamido)ethyl)benzoic acid